(1R,2S,5S)-3-[(2S)-2-(cyclopropanecarbonylamino)-3,3-dimethyl-butanoyl]-6,6-dimethyl-3-azabicyclo[3.1.0]hexane-2-carboxylic acid C1(CC1)C(=O)N[C@H](C(=O)N1[C@@H]([C@H]2C([C@H]2C1)(C)C)C(=O)O)C(C)(C)C